N-propenyl-N-[[4-[5-(trifluoromethyl)-1,2,4-oxadiazol-3-yl]phenyl]methyl]acetamide C(=CC)N(C(C)=O)CC1=CC=C(C=C1)C1=NOC(=N1)C(F)(F)F